N[C@@H](C(=O)OC)CC(C)C methyl (2R)-2-amino-4-methyl-pentanoate